BrCC1=NN(C2=C3C(=C(C=C12)OCOC)C=CC=C3)C3=CC=CC=C3 3-(bromomethyl)-5-(methoxymethoxy)-1-phenyl-1H-benzo[g]indazole